NC(C(=O)O)CCC 5-Z-aminovaleric acid